2-(2-dicyclohexylphosphanylphenyl)-N,N-dimethyl-aniline C1(CCCCC1)P(C1=C(C=CC=C1)C1=C(N(C)C)C=CC=C1)C1CCCCC1